(2R,3S,4R,5R)-5-(4-((S)-2-amino-3-methylbutanamido)pyrrolo[2,1-f][1,2,4]triazin-7-yl)-5-cyano-4-hydroxy-2-(hydroxymethyl)tetrahydrofuran-3-yl acetate C(C)(=O)O[C@@H]1[C@H](O[C@@]([C@@H]1O)(C#N)C1=CC=C2C(=NC=NN21)NC([C@H](C(C)C)N)=O)CO